N1-methylpseudouridine-5'-monophosphate P(=O)(O)(O)OC[C@@H]1[C@H]([C@H]([C@@H](O1)C1=CN(C(=O)NC1=O)C)O)O